FC1=C(C(=CC=C1)F)[Mg]Br (2,6-difluorophenyl)magnesium bromide